CC=1N=CSC1C1=CC=C(C=C1)[C@H](C)N1C(CCC1)C(=O)N [(1s)-1-[4-(4-methyl-1,3-thiazol-5-yl)phenyl]ethyl]pyrrolidine-2-carboxamide